ClC1=CC=C(C=C1)C=1C=2C=CC=3N(C2N=C(C1)C1(CCC1)F)C=C(N3)C(=O)OCC ethyl 4-(4-chlorophenyl)-2-(1-fluorocyclobutyl)imidazo[1,2-a][1,8]naphthyridine-8-carboxylate